6-(2-hydroxyethoxy)-2-((1r,4r)-4-(piperazin-1-yl)cyclohexyl)-2H-indazol OCCOC=1C=CC2=CN(N=C2C1)C1CCC(CC1)N1CCNCC1